FC(F)C1=NN(C=C1C(=O)N)C difluoromethyl-1-methyl-1H-pyrazole-4-carboxamide